4-((2-(4-Sulfophenyl)imidazo[1,2-a]pyridin-3-yl)amino)benzoic acid S(=O)(=O)(O)C1=CC=C(C=C1)C=1N=C2N(C=CC=C2)C1NC1=CC=C(C(=O)O)C=C1